N[C@H]1C[C@H](C1)NC1=NC=2N([C@H](C(NC2C(=N1)C)=O)C(C)C)C (7S)-2-((cis-3-aminocyclobutyl)amino)-7-isopropyl-4,8-dimethyl-7,8-dihydropteridin-6(5H)-one